3-Fluorobenzoic acid [3-(1-ethyl-8-oxo-spiro[6,7-dihydro-4H-pyrazolo[3,4-c]azepin-5,4'-tetrahydropyran]-3-yl)-2,2-dimethyl-propyl] ester C(C)N1N=C(C2=C1C(NCC1(CCOCC1)C2)=O)CC(COC(C2=CC(=CC=C2)F)=O)(C)C